C1(CC1)OC1CC(C1)C1=NN=C(O1)[C@H]1CC[C@H](CN1)CC(=O)N [(3S,6R)-6-[5-(3-cyclopropoxy-cyclobutyl)-1,3,4-oxadiazol-2-yl]Piperidin-3-yl]Acetamide